C(C)(C)NC(O[C@H]1C[C@H](CC1)C1=CC(=NN1)NC(CCCC1=C(C(=CC=C1)O)C=O)=O)=O (1R,3S)-3-(3-(4-(2-formyl-3-hydroxyphenyl)butanamido)-1H-pyrazol-5-yl)cyclopentyl isopropylcarbamate